P1(OC(NC=O)O1)=O.[Na] sodium formylamino-methylene phosphonate